C1(=CC=CC=C1)N1N=CC=C1C=O (1-phenyl-1H-pyrazol-5-yl)methanone